NC=1C=CC2=C(N=C(O2)C2=CC=C(C=C2)N)C1 5-amino-2-(4-aminophenyl)-benzoxazole